[3-chloro-4-(trifluoromethyl)phenyl]-[4-[5-(2-hydroxyethylamino)isoxazol-3-yl]-1-piperidyl]methanone ClC=1C=C(C=CC1C(F)(F)F)C(=O)N1CCC(CC1)C1=NOC(=C1)NCCO